C(C)(C)(C)OC(=O)N1CCC(CC1)(C(=O)O)N1N=CC=C1 1-(tert-butoxycarbonyl)-4-(1H-pyrazol-1-yl)piperidine-4-carboxylic acid